N-(pyridin-2-yl)-2H-benzo[e][1,2]thiazine-3-carboxamide 1,1-dioxide N1=C(C=CC=C1)NC(=O)C=1NS(C2=C(C1)C=CC=C2)(=O)=O